N-((1r,3r)-3-((5-(1-(2,2-difluoroethyl)-1H-benzo[d][1,2,3]triazol-6-yl)-4-methoxypyrrolo[2,1-f][1,2,4]triazin-2-yl)amino)-1-methylcyclobutyl)acetamide FC(CN1N=NC2=C1C=C(C=C2)C=2C=CN1N=C(N=C(C12)OC)NC1CC(C1)(C)NC(C)=O)F